S1C(SCC1)=C(C(=O)OC(C)C)C(=O)OC(C)C diisopropyl 1,3-dithiolane-2-ylidenemalonate